FC(C1=CC(=NC(=C1)C(F)(F)F)N1NC(CC1C(=O)N(C)C1=CC=C(C=C1)F)=O)(F)F 2-(4,6-bis(trifluoromethyl)pyridin-2-yl)-N-(4-fluorophenyl)-N-methyl-5-oxopyrazolidine-3-carboxamide